CC(C[C@@H](C(=O)N1CCC(CC1)CC=1N(C(=C(N1)CCC)CCC)C)N1C([C@@H](NCC1)CC(C)C)=O)C (S)-1-[(S)-3-Methyl-1-({4-[(1-methyl-4,5-dipropyl-1H-imidazol-2-yl)methyl]-1-piperidyl}carbonyl)butyl]-3-isobutyl-2-piperazinone